4-(2-Cyclopropyl-6-(6-(((1-hydroxycyclobutyl)methoxy)methyl)-1-oxo-4-(trifluoromethyl)isoindolin-2-yl)pyridin-4-yl)-3-(4-methyl-4H-1,2,4-triazol-3-yl)benzonitrile C1(CC1)C1=NC(=CC(=C1)C1=C(C=C(C#N)C=C1)C1=NN=CN1C)N1C(C2=CC(=CC(=C2C1)C(F)(F)F)COCC1(CCC1)O)=O